6-chloro-2-methyl-N4-(2-(4-methylpiperazin-1-yl)-5-nitrophenyl)pyrimidine-4,5-diamine ClC1=C(C(=NC(=N1)C)NC1=C(C=CC(=C1)[N+](=O)[O-])N1CCN(CC1)C)N